6-(5-chloro-1-(1-methylpiperidin-4-yl)-1H-pyrazol-4-yl)-4-((3-fluoropyridin-2-yl)thio)pyrazolo[1,5-a]pyridine-3-carbonitrile ClC1=C(C=NN1C1CCN(CC1)C)C=1C=C(C=2N(C1)N=CC2C#N)SC2=NC=CC=C2F